BrC1=CC(=C(C(=C1)F)C1C(C1)CCC(=O)OCC)F ethyl 3-[2-(4-bromo-2,6-difluoro-phenyl)-cyclopropyl]-propionate